COC(C1=C(C(C(=O)O)=C(C=C1)O)O)=O 2,4-dihydroxyl-isophthalic acid methyl ester